NC(=O)CCC1(OB(OC1(C)C)C1=CC=CC=C1)C (aminocarbonylmethyl)phenylboronic acid pinacol ester